FC=1C(=C(C=CC1)NC(=S)C=1C(NCCC1O)=O)C N-(3-fluoro-2-methylphenyl)-4-hydroxy-2-oxo-1,2,5,6-tetrahydropyridin-3-thiocarboxamide